O1C(=NC2=C1C=CC=C2)C2=CC(=NN2)NC(C2=CC(=C(C=C2)OC)Cl)=O N-[5-(1,3-benzoxazol-2-yl)-1H-pyrazol-3-yl]-3-chloro-4-methoxy-benzamide